FC1=C(C=C(C(=O)Cl)C=C1)C=O 4-Fluoro-3-formylbenzoyl chloride